1-propylbenzimidazole C(CC)N1C=NC2=C1C=CC=C2